C(CCCCCCCCCCCCC)OC1=C(C=CC(=C1)N)N tetradecyloxy-2,5-diaminobenzene